C(C)(C)(C)S(=O)(=O)C1=NC=CC(=C1)C(=O)NC(=O)C12CC(C1)(C2)C=2SC1=C(N2)C=C(C=C1)Cl 2-tert-butylsulfonyl-N-[3-(5-chloro-1,3-benzothiazol-2-yl)-1-bicyclo[1.1.1]pentanoyl]pyridine-4-carboxamide